4-{[2,4-bis(trifluoromethyl)phenoxy]methyl}-3-methoxybenzaldehyde FC(C1=C(OCC2=C(C=C(C=O)C=C2)OC)C=CC(=C1)C(F)(F)F)(F)F